p-methoxyphenylcarbodiimide COC1=CC=C(C=C1)N=C=N